(2S)-4-methoxybutane-1,2-diylbis(4-methylbenzene-1-sulfonate) COCC[C@H](CC1=C(C=CC(=C1)C)S(=O)(=O)[O-])C1=C(C=CC(=C1)C)S(=O)(=O)[O-]